FC1=CC=C2C(=CNC(C2=C1F)=O)C(C)N(C(=O)C=1NC=2CCC(CC2C1)(F)F)C N-(1-(7,8-Difluoro-1-oxo-1,2-dihydroisoquinolin-4-yl)ethyl)-5,5-difluoro-N-methyl-4,5,6,7-tetrahydro-1H-indole-2-carboxamide